ClC=1C(=NC=CC1C1=NC(=C(C=C1)CNC[C@H]1CCC(N1)=O)OC)C1=C(C(=CC=C1)NC1=C(C(=CC=C1)CNC[C@H](C)O)F)Cl (R)-5-((((3'-chloro-2'-(2-chloro-3-((2-fluoro-3-((((S)-2-hydroxypropyl)amino)methyl)phenyl)amino)phenyl)-6-methoxy-[2,4'-bipyridin]-5-yl)methyl)amino)methyl)pyrrolidin-2-one